3-(2-chlorophenyl)-2-((3-methoxyphenyl)thio)propanal ClC1=C(C=CC=C1)CC(C=O)SC1=CC(=CC=C1)OC